methyl 2-amino-4-bromo-3-fluoro-5-(trifluoromethyl)benzoate NC1=C(C(=O)OC)C=C(C(=C1F)Br)C(F)(F)F